(S)-1-(3-((6-((5-methylthiazol-2-yl)amino)-4-phenylpyridin-2-yl)amino)piperidin-1-yl)prop-2-en-1-one CC1=CN=C(S1)NC1=CC(=CC(=N1)N[C@@H]1CN(CCC1)C(C=C)=O)C1=CC=CC=C1